FC(C(=O)O)(F)F.ClC=1C(=CC(=C(C(=O)NS(=O)(=O)N2CCC(CC2)O[C@@H]2CNCC2)C1)F)OCC1CCCC1 (S)-5-chloro-4-(cyclopentylmethoxy)-2-fluoro-N-((4-(pyrrolidin-3-yloxy)-piperidin-1-yl)sulfonyl)benzamide 2,2,2-trifluoroacetate